methyl 1-methyl-2-(2-{[7-(5-methyl-1,2,4-oxadiazol-3-yl)isoquinolin-1-yl]amino}ethyl)-3-oxo-2,3-dihydro-1H-indazole-5-carboxylate CN1N(C(C2=CC(=CC=C12)C(=O)OC)=O)CCNC1=NC=CC2=CC=C(C=C12)C1=NOC(=N1)C